C(CCCCCCC\C=C\CCCC)(=O)O (E)-9-tetradecenoic acid